(1RS,2SR)-2-(hydroxymethyl)-2,6-dimethyl-2,3-dihydro-1H-inden-1-ol OC[C@]1([C@@H](C2=CC(=CC=C2C1)C)O)C |r|